Sodium Acrylamido-2-Methylpropanesulfonate C(C=C)(=O)NC(C(C)C)S(=O)(=O)[O-].[Na+]